N(=[N+]=[N-])C1C(N(C=2N(CCC1)C=NC2)C)=O 3-azido-1-methyl-3,4,5,6-tetrahydroimidazo[1,5-a][1,3]diazocine-2(1H)-one